2-(diethylamino)-N,N-diethylacetamide C(C)N(CC(=O)N(CC)CC)CC